4-((2-(2-(2-(2-azidoethoxy)ethoxy)ethoxy)ethyl)sulfonyl)-1-oxoisoindolin N(=[N+]=[N-])CCOCCOCCOCCS(=O)(=O)C1=C2CNC(C2=CC=C1)=O